COC1=CC=C(CSC=2N=C(SC2)C(=O)OC)C=C1 methyl 4-((4-methoxybenzyl)-thio)thiazole-2-carboxylate